C1(CC1)C=1C=C(C=2N(C1)C=C(N2)CNC2=CC(=NC=N2)NC(=O)[C@H]2[C@@H](C2)C=2SC=C(N2)C)N2C(N(C(C2)=O)C)=O (1R,2R)-N-(6-(((6-cyclopropyl-8-(3-methyl-2,4-dioxoimidazolidin-1-yl)imidazo[1,2-a]pyridin-2-yl)methyl)amino)pyrimidin-4-yl)-2-(4-methylthiazol-2-yl)cyclopropane-1-carboxamide